ethyloxypropionic acid C(C)OC(C(=O)O)C